4-[3-[(3aR,7aS)-6-Methyl-3,3a,4,5,7,7a-hexahydro-2H-pyrrolo[2,3-c]pyridin-1-yl]-5-methyl-1,2,4-triazin-6-yl]-3-hydroxy-benzonitrile CN1C[C@@H]2[C@H](CC1)CCN2C=2N=NC(=C(N2)C)C2=C(C=C(C#N)C=C2)O